2-(chloromethyl)-6-cyclopropylimidazo[1,2-b]pyridazine hydrochloride Cl.ClCC=1N=C2N(N=C(C=C2)C2CC2)C1